1-Iodo-4-methyl-4-nitropentane ICCCC(C)([N+](=O)[O-])C